NCCOCCN aminoethylether